FC(N1N=CC(=C1)C=1C=C2C(=NC=NN2C1)N1CC2CCC(C1)N2C(=O)[C@@H]2[C@H](C2)C(=O)OC)F rac-methyl (1S,2S)-2-[3-[6-[1-(difluoromethyl)pyrazol-4-yl]pyrrolo[2,1-f][1,2,4]triazin-4-yl]-3,8-diazabicyclo[3.2.1]octane-8-carbonyl]cyclopropanecarboxylate